N-isopropyl-4-cyclohexyl-amine C(C)(C)NC1CCCCC1